C(C(=C)C)(=O)OCCC[SiH3] γ-methacryloxypropyl-silane